4-(2-(piperidin-1-yl)ethoxy)-N-(2-(1-((2R,3R,4S,5R)-3,4,5-trihydroxytetrahydro-2H-pyran-2-yl)-1H-1,2,3-triazol-4-yl)phenyl)benzamide N1(CCCCC1)CCOC1=CC=C(C(=O)NC2=C(C=CC=C2)C=2N=NN(C2)[C@@H]2OC[C@H]([C@@H]([C@H]2O)O)O)C=C1